ClC1=CC(=C2C=NNC2=C1)C1(C[C@H]2C([C@H]2C1)NC(=O)NC1=CC=C(C=C1)Cl)O 1-((1R,3r,5S,6r)-3-(6-chloro-1H-indazol-4-yl)-3-hydroxybicyclo[3.1.0]hexan-6-yl)-3-(4-chlorophenyl)urea